N1C(C(CCC1=O)NC(C(C)(C)NC(CCCCCCCC)=O)=O)=O N-(1-((2,6-piperidinedione-3-yl)amino)-2-methyl-1-oxopropan-2-yl)nonanamide